C(C)NC(=O)C1=CC=2N(C=C1)C(=CN2)C2=C1CNC(C1=C(C=C2)NC2=NC=C(C=C2)N2CCC(CC2)O)=O N-ethyl-3-[7-[[5-(4-hydroxy-1-piperidyl)-2-pyridyl]amino]-1-oxo-isoindolin-4-yl]imidazo[1,2-a]pyridine-7-carboxamide